N1CCC(CC1)C(=O)N1CCN(CC1)C1=CC=NC2=CC=CC=C12 Piperidin-4-yl(4-(quinolin-4-yl)piperazin-1-yl)methanone